3-tert-butyl-1-(3-methyl-2-oxo-1-{[3-(trifluoromethyl)phenyl]methyl}-4H-quinazolin-6-yl)urea C(C)(C)(C)NC(NC=1C=C2CN(C(N(C2=CC1)CC1=CC(=CC=C1)C(F)(F)F)=O)C)=O